cis-3-(5-(difluoromethyl)-1,3,4-thiadiazol-2-yl)-8-((3S,5S)-3,5-dimethylpiperazin-1-yl)-N-(2-fluoro-1-methylcyclopropyl)imidazo[1,5-a]pyridine-6-sulfonamide 2,2,2-trifluoroacetate FC(C(=O)O)(F)F.FC(C1=NN=C(S1)C1=NC=C2N1C=C(C=C2N2C[C@@H](N[C@H](C2)C)C)S(=O)(=O)N[C@@]2([C@@H](C2)F)C)F